CC(C)=CCC[C@@H](C)[C@H]1CC[C@H]2[C@@H]3CC=C4C[C@H](CC[C@]4(C)[C@H]3CC[C@]12C)O cholest-5,24-dien-3beta-ol